FC1=C(C=CC(=C1)F)S(=O)(=O)C1=CC=C(C=C1)NC(=O)NCC1=CC=NC=C1 1-[4-(2,4-Difluoro-benzenesulfonyl)-phenyl]-3-pyridin-4-ylmethyl-urea